8-benzoyl-1-methyl-3-(pyridin-3-ylmethyl)-1,3,8-triazaspiro[4.5]decane-2,4-dione C(C1=CC=CC=C1)(=O)N1CCC2(C(N(C(N2C)=O)CC=2C=NC=CC2)=O)CC1